C(C)(C)(C)C=1C=CC(=C(C1)NC=1C=CC(=NC1)NC(=O)C1CCC(CC1)C(=O)OC)[N+](=O)[O-] methyl (1r,4r)-4-((5-((5-(tert-butyl)-2-nitrophenyl)amino)pyridin-2-yl)carbamoyl)cyclohexane-1-carboxylate